P(=O)([O-])([O-])[O-].[K+].[K+].[K+].N1CCC(CC1)C1=CC=NC=C1 4-(piperidin-4-yl)pyridine tripotassium phosphate